O(C1=CC=CC=C1)CCS(=O)(=O)NC1=C(N=CS1)C(=O)O 5-[(2-phenoxyethyl)sulfonylamino]-1,3-thiazole-4-carboxylic acid